3-(5-(((3S,4S)-4-methylpyrrolidin-3-yl)oxy)-1-oxoisoindolin-2-yl)piperidine-2,6-dione C[C@@H]1[C@@H](CNC1)OC=1C=C2CN(C(C2=CC1)=O)C1C(NC(CC1)=O)=O